[Na+].NCCNCCS(=O)(=O)[O-] N-(2-aminoethyl)-2-aminoethanesulfonic acid, sodium salt